1-(6-bromo-5-fluoro-1-(3-fluorocyclobutyl)-1H-indol-3-yl)-2,2-difluoroethan-1-one BrC1=C(C=C2C(=CN(C2=C1)C1CC(C1)F)C(C(F)F)=O)F